O1CCC(CC1)=CC1=NC(=NC=C1)N 4-((tetrahydro-4H-pyran-4-ylidene)methyl)pyrimidin-2-amine